3-(2-ethyl)hexyloxydipropanylbenzene (7-(2-(4-(6-fluorobenzothiophen-4-yl)piperazin-1-yl)ethyl)-2-oxo-3,4-dihydroquinolin-1(2H)-yl)-4-methylpentanoate FC1=CC2=C(C=CS2)C(=C1)N1CCN(CC1)CCC1=CC=C2CCC(N(C2=C1)C(C(=O)O)CC(C)C)=O.CCC(CCOC=1C(=C(C=CC1)CCC)CCC)CCC